[Pd](Cl)Cl.C1(=CC=CC=C1)P(C1=CC=CC=C1)C1=C(C=CC=C1)OC1=C(C=CC=C1)P(C1=CC=CC=C1)C1=CC=CC=C1 bis(diphenylphosphinophenyl) ether palladium (II) dichloride